1,4,7,10,13,16-hexaoxacyclooctadecan O1CCOCCOCCOCCOCCOCC1